NCCOCCOCCN(C(OC(C)(C)C)=O)C tert-butyl N-[2-[2-(2-aminoethoxy) ethoxy]ethyl]-N-methyl-carbamate